N-(4-(4-((5-(1-acryloylpiperidin-4-yl)-7H-pyrrolo[2,3-d]pyrimidin-4-yl)amino)-3-fluorophenoxy)pyridin-2-yl)cyclobutanecarboxamide C(C=C)(=O)N1CCC(CC1)C1=CNC=2N=CN=C(C21)NC2=C(C=C(OC1=CC(=NC=C1)NC(=O)C1CCC1)C=C2)F